3-isocyanopropyltrimethoxysilane [N+](#[C-])CCC[Si](OC)(OC)OC